O=C1N(CC2=CC(=CC=C12)OC1C(CCC1)NCC1=CC=NC=C1)C1C(NC(CC1)=O)=O 3-(1-oxo-5-((2-((pyridin-4-ylmethyl)amino)cyclopentyl)oxy)isoindolin-2-yl)piperidine-2,6-dione